C(C)OC(=O)C=1N=C2N(C=CC=C2)C1Cl.C(C1=CC=CC=C1)OC1=CC(=NC(=C1)C)C1=NC2=CC=CC=C2N=C1OC1=C(C(=C(C=C1)F)F)C 2-(4-benzyloxy-6-methyl-2-pyridinyl)-3-(3,4-difluoro-2-methyl-phenoxy)quinoxaline ethyl-3-chloroimidazo[1,2-a]pyridine-2-carboxylate